3,3-diaminobenzoylaniline NC1(CC(C(=O)NC2=CC=CC=C2)=CC=C1)N